trimenthyl borate B(OC1CC(CCC1C(C)C)C)(OC1CC(CCC1C(C)C)C)OC1CC(CCC1C(C)C)C